ClC=1C(N(C(C1Cl)O)CC=1C=NC(=CC1)N1CCNCC1)=O 3,4-Dichloro-5-hydroxy-1-((6-(piperazin-1-yl)pyridin-3-yl)methyl)-1,5-dihydro-2H-pyrrol-2-one